2'-(benzo[d][1,3]dioxolan-5-ylmethyl)-5'-((dimethylamino)methyl)-7'-((2-(methylamino)-1H-imidazol-1-yl)methyl)-2',3'-dihydro-1'H-spiro[cyclobutan-1,4'-isoquinoline]-1'-one O1COC2=C1C=CC(=C2)CN2C(C1=CC(=CC(=C1C1(C2)CCC1)CN(C)C)CN1C(=NC=C1)NC)=O